1-(2-(naphthalen-2-yl)cyclopropyl)cyclohexane-1,4-diamine C1=C(C=CC2=CC=CC=C12)C1C(C1)C1(CCC(CC1)N)N